N-biotinyl-p-aminobenzoate C(CCCC[C@@H]1SC[C@@H]2NC(=O)N[C@H]12)(=O)NC1=CC=C(C(=O)[O-])C=C1